1-[4-(3-nitropyrazol-1-yl)phenyl]ethanone [N+](=O)([O-])C1=NN(C=C1)C1=CC=C(C=C1)C(C)=O